2-(4-Fluorophenyl)-1-phenyl-2,13-dihydroimidazo[1,5-a]indolo[2,3-c]quinolin-4-ium chloride [Cl-].FC1=CC=C(C=C1)N1C=[N+]2C(C3=C(C=4C=CC=CC24)C2=CC=CC=C2N3)=C1C1=CC=CC=C1